4-biphenylmaleonitrile C1(=CC=C(C=C1)/C(=C/C#N)/C#N)C1=CC=CC=C1